1-(tert-butyl)-9-(2-carboxycyclohexyl)carbonyloxyanthracene 3-oxobut-1-en-2-yl-benzoate O=C(C(=C)OC(C1=CC=CC=C1)=O)C.C(C)(C)(C)C1=CC=CC2=CC3=CC=CC=C3C(=C12)OC(=O)C1C(CCCC1)C(=O)O